7-(benzyloxy)quinolin-4(1H)-one C(C1=CC=CC=C1)OC1=CC=C2C(C=CNC2=C1)=O